FC1=CC(=C(C=C1)NC1=CN=C(C=C1C(=O)NC=1C(=NC(=C(C1)F)OC)C)C(F)(F)F)C 5-((4-fluoro-2-methylphenyl)-amino)-N-(5-fluoro-6-meth-oxy-2-methyl-pyridin-3-yl)-2-(trifluorometh-yl)isonicotinamide